CC(C)NC(=O)OC1CCC(CC1)C=1NN=C(C1)NC1=CC2=C(CCS2(=O)=O)C=C1 (1s,4s)-4-{5-[(1,1-dioxo-2,3-dihydro-1λ6-benzothiophen-6-yl)amino]-2H-pyrazol-3-yl}cyclohexyl (prop-2-ylamino)methanoate